tert-butyl N-cyclopropyl-N-[1-[7-[(8-formyl-6-methyl-imidazo[1,2-a]pyrazin-2-yl)carbamoyl]-2-methyl-indazol-4-yl]-4-piperidyl]carbamate C1(CC1)N(C(OC(C)(C)C)=O)C1CCN(CC1)C=1C2=CN(N=C2C(=CC1)C(NC=1N=C2N(C=C(N=C2C=O)C)C1)=O)C